C12N(CC(C1)C2)C2=NC(=NC=1N3CCOC(C3=NC21)(C)C)C=2C=C(C(=NC2)N)OCC 5-[1-(2-Aza-bicyclo[2.1.1]hex-2-yl)-8,8-dimethyl-5,6-dihydro-8H-7-oxa-2,4,4b,9-tetraaza-fluoren-3-yl]-3-ethoxy-pyridin-2-ylamine